C=C1C(OCC1)=O 3-methylenedihydro-2(3H)-furanone